N(=N\C=1NC2=C(N1)C=CC=C2)/C=2NC1=C(N2)C=CC=C1 (E)-2,2'-azobenzoimidazole